C1=CC=CC=2NCC3N(C12)CCCC3 6,6a,7,8,9,10-hexahydro-5H-pyrido[1,2-a]quinoxaline